C(C)(C)(C)OC(=O)N1CCC2(CC1)[C@H](C1=C(N=C(S1)C)C2)N[S@@](=O)C(C)(C)C (R)-6-(((S)-tert-butylsulfinyl)amino)-2-methyl-4,6-dihydrospiro[cyclopenta[d]thiazole-5,4'-piperidine]-1'-carboxylic acid tert-butyl ester